O1C(OCC1)C1=CC(=C(OCC2=C(C=C(C=C2)C(C(=O)OC)(C)C)C(F)(F)F)C=C1)OC methyl 2-{4-[4-(1,3-dioxolan-2-yl)-2-methoxyphenoxymethyl]-3-(trifluoromethyl)phenyl}-2-methylpropanoate